BrC1=CC(=C(OC=2C=CC(=C(C2)S(=O)(=O)N)O)C(=C1)Cl)Cl 5-(4-bromo-2,6-dichlorophenoxy)-2-hydroxybenzenesulfonamide